C(C)N(C(=O)C=1NC2=C(C=CC(=C2C1)B1OC(C(O1)(C)C)(C)C)F)C N-ethyl-7-fluoro-N-methyl-4-(4,4,5,5-tetramethyl-1,3,2-dioxaborolan-2-yl)-1H-indole-2-carboxamide